6-((4-cyano-2-fluorobenzyl)oxy)-3',3'-dimethyl-3',6'-dihydro-[2,4'-bipyridine] C(#N)C1=CC(=C(COC2=CC=CC(=N2)C=2C(C=NCC2)(C)C)C=C1)F